(1s,3r)-N1-(6-chloro-2-(trifluoromethyl)quinolin-4-yl)-N3-(4-iodopyridin-2-yl)cyclohexane-1,3-diamine ClC=1C=C2C(=CC(=NC2=CC1)C(F)(F)F)N[C@@H]1C[C@@H](CCC1)NC1=NC=CC(=C1)I